ClC=1C(=NC(=NC1)NC1CCOCC1)C1=CC=C2CN(C(C2=C1)=O)CC(=O)N[C@H]([C@H](CC)O)C1=CC=CC=C1 2-(6-{5-chloro-2-[(oxacyclohex-4-yl)amino]pyrimidin-4-yl}-1-oxo-2,3-dihydro-1H-isoindol-2-yl)-N-[(1S,2S)-2-hydroxy-1-phenylbutyl]acetamide